COC(=O)C1N(CC(C1)C1=CC(=C(C=C1)OC(F)F)OCC1CC1)C(NCC1=C(C=C(C=C1)F)F)=O 4-(3-(cyclopropylmethoxy)-4-(difluoromethoxy)phenyl)-1-((2,4-difluorobenzyl)carbamoyl)pyrrolidine-2-carboxylic acid methyl ester